pyrrolidin-1-ium chloride [Cl-].[NH2+]1CCCC1